C1(=CC=CC=C1)C(C(OC1CCCCC1)=S)C cyclohexyl 2-phenylpropanethioate